7-(sec-butyl)-6-ethynyl-5-fluoro-N-((3R,4R)-3-fluoro-1-(methylsulfonyl)piperidin-4-yl)pyrrolo[2,1-f][1,2,4]triazin-2-amine C(C)(CC)C1=C(C(=C2C=NC(=NN21)N[C@H]2[C@@H](CN(CC2)S(=O)(=O)C)F)F)C#C